BrCCOC=1C=C2CCC(N(C2=NC1)C1CC(C1)CO)=O 6-(2-bromoethoxy)-1-[3-(hydroxymethyl)cyclobutyl]-1,2,3,4-tetrahydro-1,8-naphthyridin-2-one